(R)-tert-butyl 4-((((9H-fluoren-9-yl)methoxy)carbonyl)amino)-5-amino-5-oxopentanoate C1=CC=CC=2C3=CC=CC=C3C(C12)COC(=O)N[C@H](CCC(=O)OC(C)(C)C)C(=O)N